NC[C@@H]1OC(N2[C@H]1COC1=C2C=CC(=C1)S(=O)(=O)N1CCN(CC1)C1=NC(=CC(=C1)C([C@H]1CNCCO1)(F)F)Cl)=O (3S,3aS)-3-(aminomethyl)-7-[4-[6-chloro-4-[difluoro-[(2R)-morpholin-2-yl]methyl]-2-pyridyl]piperazin-1-yl]sulfonyl-3a,4-dihydro-3H-oxazolo[4,3-c][1,4]benzoxazin-1-one